F[P-](F)(F)(F)(F)F.CN(C)C(=[N+]1N=[N+](C2=NC=CC=C21)[O-])N(C)C 1-[bis(dimethylamino)methylene]-1H-[1,2,3]triazolo[4,5-b]pyridin-1-ium-3-oxide hexafluorophosphate